C(#N)[C@H](CC1=CC=C(C=C1)C=1C=CC2=C(N(C(O2)=O)C)C1)NC(CC1NCCOC1)=O N-((S)-1-cyano-2-(4-(3-methyl-2-oxo-2,3-dihydrobenzo[d]oxazol-5-yl)phenyl)ethyl)-2-(morpholin-3-yl)acetamide